F[C@H]1CN(CC[C@H]1OC(F)(F)F)C1=NC=CC(=N1)NC=1N=CC2=C(C=C(C(=C2C1)C(C)C)NC(C=C)=O)N1[C@@H]([C@H](C1)CS(=O)(=O)C)C N-(3-((2-((3S,4R)-3-fluoro-4-(trifluoromethoxy)piperidin-1-yl)pyrimidin-4-yl)amino)-5-isopropyl-8-((2R,3S)-2-methyl-3-((methylsulfonyl)methyl)azetidin-1-yl)isoquinolin-6-yl)acrylamide